BrC=1C(=NN(C1)C1CCN(CC1)C(=O)OC(C)(C)C)Cl tert-butyl 4-(4-bromo-3-chloro-1H-pyrazol-1-yl)piperidine-1-carboxylate